[(2R,3S)-3-amino-4-methoxy-4-oxobutan-2-yl] 1-(3-cyano-1-isopropyl-1H-indol-5-yl)-1H-pyrazole-4-carboxylate C(#N)C1=CN(C2=CC=C(C=C12)N1N=CC(=C1)C(=O)O[C@H](C)[C@@H](C(=O)OC)N)C(C)C